7-bromo-2,4,6-trichloro-5,8-difluoroquinazoline BrC1=C(C(=C2C(=NC(=NC2=C1F)Cl)Cl)F)Cl